N[C@@H](CCC(=O)NCCCC[C@H](N)C(=O)O)C(=O)O Nε-(γ-glutamyl)lysine